2-(2,4-difluorophenyl)tetrazole-5-carboxamide FC1=C(C=CC(=C1)F)N1N=C(N=N1)C(=O)N